O=C1CC(NC1)C(=O)N 4-oxo-pyrrolidine-2-carboxamide